methyl 2-[(3S)-1-[6-(5-{[5-(cyclopropylmethyl)-1H-1,2,3,4-tetrazol-1-yl]methyl}-1-methyl-1H-1,2,3-triazol-4-yl)-2-ethylpyridin-3-yl]-5,5-difluoropiperidin-3-yl]acetate C1(CC1)CC1=NN=NN1CC1=C(N=NN1C)C1=CC=C(C(=N1)CC)N1C[C@H](CC(C1)(F)F)CC(=O)OC